tert-butyl (2-bromobenzyl)(butyl)carbamate BrC1=C(CN(C(OC(C)(C)C)=O)CCCC)C=CC=C1